4-{4-[methoxy(methyl)carbamoyl]benzamido}-4-methylpiperidin CON(C(=O)C1=CC=C(C(=O)NC2(CCNCC2)C)C=C1)C